[Eu].[C].C1(=CC=C(C=C1)C(CSC=1OC(=NN1)COC1=CC(=CC=C1)Cl)=O)C1=CC=CC=C1 1-((1,1'-biphenyl)-4-yl)-2-((5-((3-chlorophenoxy)methyl)-1,3,4-oxadiazol-2-yl)thio)ethan-1-one carbon europium